[2-[(3S)-4-tert-butoxycarbonyl-3-methyl-piperazin-1-yl]-4-pyridinyl]boronic acid C(C)(C)(C)OC(=O)N1[C@H](CN(CC1)C1=NC=CC(=C1)B(O)O)C